4-(2-(6-chloroimidazo[1,2-b]pyridazin-3-yl)pyridin-4-yl)morpholine ClC=1C=CC=2N(N1)C(=CN2)C2=NC=CC(=C2)N2CCOCC2